(2-((8-amino-6-(3-cyanophenyl)-5-(pyrimidin-4-yl)-[1,2,4]triazolo[1,5-a]pyrazin-2-yl)methyl)-3-fluorobenzyl)azetidine-3-carboxylic acid NC=1C=2N(C(=C(N1)C1=CC(=CC=C1)C#N)C1=NC=NC=C1)N=C(N2)CC2=C(CN1CC(C1)C(=O)O)C=CC=C2F